C1OCC2CN(CCC21)C2=C1C=CC(=CC1=CC(=C2)S(NC2(CC2)C)(=O)=O)NC(C=C)=O N-(5-(hexahydrofuro[3,4-c]pyridin-5(3H)-yl)-7-(N-(1-methylcyclopropyl)sulfamoyl)naphthalen-2-yl)acrylamide